N1=C(C=NC2=CC=CC=C12)C=1C=NN(C1)CC1CC(C1)=CC#N 2-(3-((4-(quinoxalin-2-yl)-1H-pyrazol-1-yl)methyl)cyclobutylidene)acetonitrile